(Z)-3-(2-phenoxyethyl)-5-((triisopropylsilyl)methylene)furan-2(5H)-one O(C1=CC=CC=C1)CCC=1C(O\C(\C1)=C/[Si](C(C)C)(C(C)C)C(C)C)=O